(3R)-7-((2S,5R)-4-acryloyl-2,5-dimethylpiperazin-1-yl)-9-chloro-10-(2,4-difluorophenyl)-3-((4-hydroxy-1-methylpiperidin-4-yl)methyl)-2H-[1,4]oxazino[2,3,4-ij]quinazolin-5(3H)-one C(C=C)(=O)N1C[C@@H](N(C[C@H]1C)C1=NC(N2C3=C(C(=C(C=C13)Cl)C1=C(C=C(C=C1)F)F)OC[C@H]2CC2(CCN(CC2)C)O)=O)C